2-[8-(2-chlorophenyl)-7-(4-chlorophenyl)-2,6-dioxo-3-(piperidin-4-ylmethyl)purin-1-yl]propanamide ClC1=C(C=CC=C1)C1=NC=2N(C(N(C(C2N1C1=CC=C(C=C1)Cl)=O)C(C(=O)N)C)=O)CC1CCNCC1